N[C@@H]1CN(CC[C@H]1F)C1=NC2=C(N1CC(=O)NCC)C=C(C(=C2)F)F 2-(2-((3R,4R)-3-amino-4-fluoro-1-piperidinyl)-5,6-difluoro-1H-benzimidazol-1-yl)-N-ethylacetamide